4-((4-(((adamantan-1-yl)amino)methyl)benzyl)thio)-2-(2,6-dioxopiperidin-3-yl)-5-fluoroisoindoline-1,3-dione C12(CC3CC(CC(C1)C3)C2)NCC2=CC=C(CSC3=C1C(N(C(C1=CC=C3F)=O)C3C(NC(CC3)=O)=O)=O)C=C2